FC1=C2CC(CC2=CC=C1OCC(=O)N)CNCCC1CN(C(O1)=O)C1=NC2=C(OCC(N2)=O)N=C1 2-[[4-fluoro-2-[[2-[2-oxo-3-(3-oxo-4H-pyrazino[2,3-b][1,4]oxazin-6-yl)-1,3-oxazolidin-5-yl]ethylamino]methyl]-2,3-dihydro-1H-inden-5-yl]oxy]acetamide